CC(C)(C)O 2-methyl-2-hydroxypropane